2-chloro-7-methyl-N-(thiazol-2-ylmethyl)pyrrolo[2,1-f][1,2,4]triazin-4-amine ClC1=NN2C(C(=N1)NCC=1SC=CN1)=CC=C2C